7-fluoro-1,4,4,9-tetramethyl-4,5-dihydro-1H-[1,2,3]triazolo[4,5-c]quinoline FC=1C=C(C=2C3=C(C(NC2C1)(C)C)N=NN3C)C